C(C1=CC=CC=C1)C=1C(OC2=CC(=CC=C2C1C1CC1)OCC(CN1CCC(CC1)C(=O)N)O)=O 1-(3-((3-benzyl-4-cyclopropyl-2-oxo-2H-chromen-7-yl)oxy)-2-hydroxypropyl)piperidine-4-carboxamide